12-[4-(Morpholin-4-yl)phenyl]-4-thia-2,12-diazatricyclo[7.3.0.03,7]dodeca-1(9),3(7),5-trien-8-one N1(CCOCC1)C1=CC=C(C=C1)N1CCC=2C(C=3C=CSC3NC12)=O